tetra(t-butyl)copper C(C)(C)(C)[Cu](C(C)(C)C)(C(C)(C)C)C(C)(C)C